N[C@H](CC1=C(C=2N=NC=C(C2S1)NCC1=CC=NC=C1)C)CC 6-[(2S)-2-aminobutyl]-7-methyl-N-(pyridin-4-ylmethyl)thieno[3,2-c]pyridazin-4-amine